BrC=1C(NC(=NC1C1CCCC1)C1=NN(C=C1)C)=O 5-bromo-6-cyclopentyl-2-(1-methyl-1H-pyrazol-3-yl)-4(3H)-pyrimidinone